(4-methoxyphenyl)-7-hydroxypyrazolo[1,5-a]pyrimidine COC1=CC=C(C=C1)C1=NN2C(N=CC=C2O)=C1